3-(2-(dimethylamino) ethyl)-1H-indol-7-yl propionate C(CC)(=O)OC=1C=CC=C2C(=CNC12)CCN(C)C